5-chloro-3-phenylbenzo[c]isoxazole-3-d ClC1=CC2=C(NOC2([2H])C2=CC=CC=C2)C=C1